FC(CC1=CC=CC=C1)(C1=CC(=CC=C1)F)F (S)-2,2-difluoro-2-(3-fluorophenyl)-1-phenylethane